N-(6-cyano-2-(1-(6-ethoxy-5-methoxypyridin-2-yl)-2-(methylsulfonyl)ethyl)-1,3-dioxoisoindolin-4-yl)acetamide C(#N)C1=CC(=C2C(N(C(C2=C1)=O)C(CS(=O)(=O)C)C1=NC(=C(C=C1)OC)OCC)=O)NC(C)=O